6-(3-(1,3-dioxolan-2-yl)propyl)-2-(2,6-dioxopiperidin-3-yl)-6,7-dihydropyrrolo[3,4-f]isoindole-1,3(2H,5H)-dione O1C(OCC1)CCCN1CC=2C=C3C(=CC2C1)C(N(C3=O)C3C(NC(CC3)=O)=O)=O